2-[[(4-amino-8-methoxy-5,5-dimethyl-6H-benzo[H]quinazolin-7-yl)amino]methyl]-3-chloro-propan-1-ol NC1=NC=NC=2C3=C(CC(C12)(C)C)C(=C(C=C3)OC)NCC(CO)CCl